ClC=1C=C(C=CC1F)[C@H](NC(=O)N1[C@@H](C(NCC1)=O)C)C=1C=NC(=CC1)C(F)(F)F |o1:8| (2R)-N-((S or R)-(3-chloro-4-fluorophenyl)(6-(trifluoromethyl)pyridin-3-yl)methyl)-2-methyl-3-oxopiperazine-1-carboxamide